1-(4-(4-((1r,5s)-3-oxa-8-azabicyclo[3.2.1]oct-8-yl)-6-(3-oxa-8-azabicyclo[3.2.1]oct-8-yl)-1,3,5-triazin-2-yl)phenyl)-3-(3-ethyl-1-oxo-1,3-dihydroisobenzofuran-5-yl)urea [C@H]12COC[C@H](CC1)N2C2=NC(=NC(=N2)N2C1COCC2CC1)C1=CC=C(C=C1)NC(=O)NC=1C=C2C(OC(C2=CC1)=O)CC